methyl 5-[1-(hydroxymethyl)cyclopropyl]thiophene-3-carboxylate OCC1(CC1)C1=CC(=CS1)C(=O)OC